C(C)(=O)O[C@@H]1C[C@H](O[C@H]1N1C2=NC(=NC=C2N(C1=O)CC1CC1)N)COC(C)=O ((2S,4R,5R)-4-acetoxy-5-(2-amino-7-(cyclopropylmethyl)-8-oxo-7,8-dihydro-9H-purin-9-yl)tetrahydrofuran-2-yl)methylacetat